N1=CC=C2N1C1=C(C=C2)N(CC1)C(=O)N 7,8-dihydro-6H-pyrazolo[1,5-a]pyrrolo[2,3-e]pyridine-6-carboxamide